C(CCCCCCC)(=O)C1=CC=C(C(C(=O)NC2=CC(=CC=C2)C(F)(F)F)=C1)O 5-n-octanoyl-3'-trifluoromethylsalicylanilide